BrC1=CC=C(C2=C1NN=N2)C=2C=NN(C2)C2OCCCC2 7-bromo-4-(1-tetrahydropyran-2-ylpyrazol-4-yl)-1H-benzotriazole